ClC=1C=C(C=CC1C)NC(=O)NCC1=CSC=2C(N(CC21)C2C(NC(CC2)=O)=O)=O 1-(3-chloro-4-methylphenyl)-3-((5-(2,6-dioxopiperidin-3-yl)-6-oxo-5,6-dihydro-4H-thieno[2,3-c]pyrrol-3-yl)methyl)urea